4-(5-Chloro-2-(rac-(1S,6S)-6-(methylamino)cyclohex-3-en-1-yl)-7-((thiophen-2-ylmethyl)amino)thieno[3,2-b]pyridin-3-yl)but-3-yn-1-ol ClC1=CC(=C2C(=N1)C(=C(S2)[C@H]2CC=CC[C@@H]2NC)C#CCCO)NCC=2SC=CC2 |r|